C(C(=C)C)(=O)OOC1CC(NC(C1)(C)C)(C)C 2,2,6,6-tetramethyl-4-piperidinyloxy methacrylate